FC(OC1=C(C=C(N)C=C1)C=1N=C(OC1)C)F 4-(difluoromethoxy)-3-(2-methyloxazol-4-yl)aniline